Cl.N[C@@H](CO)CC=C (R)-2-aminopent-4-en-1-ol hydrochloride